CC=1N=C(C2=C(N1)OC=C2C(=O)N2CCC(CC2)C2=NN(C=C2)C)NC2(CC2)C methyl-5-[4-(1-methyl-1H-pyrazol-3-yl)piperidine-1-carbonyl]-N-(1-methylcyclopropyl)furo[2,3-d]pyrimidin-4-amine